aluminum triacrylate C(C=C)(=O)[O-].C(C=C)(=O)[O-].C(C=C)(=O)[O-].[Al+3]